1-(1-(6-((R)-3-methylmorpholino)-2-(1H-pyrrolo[2,3-b]pyridin-4-yl)pyrimidin-4-yl)cyclopropyl)-4,5-dihydro-3H-isothiazole 1-oxide C[C@@H]1COCCN1C1=CC(=NC(=N1)C1=C2C(=NC=C1)NC=C2)C2(CC2)S2(NCCC2)=O